ClC1=C(C=CC=C1)N1CCN(CC1)C(=O)NCC1=CC=C(C=C1)C#N 4-(2-Chlorophenyl)-N-(4-cyanobenzyl)piperazine-1-carboxamide